N-(2-(4-((4-(2-Butyryl-5-fluoro-1H-indol-3-yl)-1H-1,2,3-triazol-1-yl)methyl)piperidin-1-yl)ethyl)-1-(4-(trifluoromethyl)phenyl)methansulfonamid C(CCC)(=O)C=1NC2=CC=C(C=C2C1C=1N=NN(C1)CC1CCN(CC1)CCNS(=O)(=O)CC1=CC=C(C=C1)C(F)(F)F)F